F[C@@H]1[C@@H]2CC[C@H](C[C@@H]1N)O2 (1S,2S,3S,5R)-2-fluoro-8-oxabicyclo[3.2.1]octan-3-amine